NC(C)(C)C1=NC(=CC2=C1CNC2=O)N(C)C(C)C 4-(2-Aminopropan-2-yl)-6-(isopropyl(methyl)amino)-2,3-dihydro-1H-pyrrolo[3,4-c]pyridin-1-one